4-(4-amino-2,3-xylyl)benzo[d]isoxazol-3-amine NC1=C(C(=C(C=C1)C1=CC=CC2=C1C(=NO2)N)C)C